2-(2,6,6-trimethylcyclohexa-1,3-dien-1-yl)-1,3-dioxane-5-carbaldehyde CC1=C(C(CC=C1)(C)C)C1OCC(CO1)C=O